NCCCCC#CC1=C(C(=O)OC)C=C(C=C1)N1CCNCC1 methyl 2-(6-aminohex-1-yn-1-yl)-5-(piperazin-1-yl)benzoate